ClC=1C(=C(C=CC1)NC1=NC=CC2=C(C(=CC=C12)C)NC(=O)C1=CN(C2=C1N=CN=C2NCC2=C(C=C(C=C2)OC)OC)C)F N-(1-((3-chloro-2-fluorophenyl)amino)-6-methylisoquinolin-5-yl)-4-((2,4-dimethoxybenzyl)amino)-5-methyl-5H-pyrrolo[3,2-d]pyrimidine-7-carboxamide